OC1(CC(C1)NC=1C(N(C(=NN1)C1=C(C=C(C=C1)C(F)(F)F)O)C)=O)C 6-(((1s,3s)-3-Hydroxy-3-methylcyclobutyl)amino)-3-(2-hydroxy-4-(trifluoromethyl)phenyl)-4-methyl-1,2,4-triazin-5(4H)-one